1-(3-chlorobenzyl)-1,2,3,4-tetrahydroquinoxaline ClC=1C=C(CN2CCNC3=CC=CC=C23)C=CC1